C(CC)C1=CC2=C(N=C(N=C2)NC2=CC=C(C=C2)N2CCC(CC2)N2CC(C2)(C)O)N1C1=CC=CC(=N1)N=S(=O)(C)C ((6-(6-propyl-2-((4-(4-(3-hydroxy-3-methylazetidin-1-yl)piperidin-1-yl)phenyl)amino)-7H-pyrrolo[2,3-d]pyrimidin-7-yl)pyridin-2-yl)imino)dimethyl-λ6-sulfanone